2-amino-N-{(1S,2S)-2-[(4-{(1S)-1-[4-(2-hydroxyethyl)piperazin-1-yl]-2,3-dihydro-1H-inden-5-yl}phenyl)methoxy]cyclopentyl}-5-(1,2-thiazol-5-yl)pyridine-3-carboxamide NC1=NC=C(C=C1C(=O)N[C@@H]1[C@H](CCC1)OCC1=CC=C(C=C1)C=1C=C2CC[C@@H](C2=CC1)N1CCN(CC1)CCO)C1=CC=NS1